C1(=CC=CC=C1)C(C(=O)O)C1=CC=CC=C1.C1(=CC=CC=C1)CC(=O)OCCC1=CC=CC=C1 Phenylethyl phenylacetate (phenyl phenylacetate)